NCCNCCNC(C1=CC=C(C=C1)OC)=O N-(2-((2-aminoethyl)amino)ethyl)-4-methoxybenzamide